FC1=CC=C(C=C1)C=1C=C2C(=NC=NC2=CC1)NC(C)C1=NC(=NO1)C 6-(4-fluorophenyl)-N-[1-(3-methyl-1,2,4-oxadiazol-5-yl)ethyl]quinazolin-4-amine